tert-butyl 3-{[(2E)-3-[8-(benzyloxy)-2-fluoro-6-[(triisopropylsilyl)oxy]naphthalen-1-yl]prop-2-en-1-yl]oxy}azepane-1-carboxylate C(C1=CC=CC=C1)OC=1C=C(C=C2C=CC(=C(C12)/C=C/COC1CN(CCCC1)C(=O)OC(C)(C)C)F)O[Si](C(C)C)(C(C)C)C(C)C